N-(3-cyano-1-propargyl-1H-indol-5-yl)isonicotinamide C(#N)C1=CN(C2=CC=C(C=C12)NC(C1=CC=NC=C1)=O)CC#C